CN(C(CO)C)C dimethyl-1-hydroxy-2-propyl-amine